Methyl (S)-2-((S)-2-(3-((Tert-Butoxycarbonyl)Amino)-2-Oxopyridin-1(2H)-Yl)-3-Cyclopropylpropanamido)-3-((S)-2-Oxopyrrolidin-3-yl)Propanoate C(C)(C)(C)OC(=O)NC=1C(N(C=CC1)[C@H](C(=O)N[C@H](C(=O)OC)C[C@H]1C(NCC1)=O)CC1CC1)=O